ethyl 5,5-difluorohexanoate FC(CCCC(=O)OCC)(C)F